(R)-4-(4-methyl-2-(methylamino)phenyl)-N-(1-methylpiperidin-3-yl)phthalazin-1-amine CC1=CC(=C(C=C1)C1=NN=C(C2=CC=CC=C12)N[C@H]1CN(CCC1)C)NC